N-{(endo)-8-[(S)-4-(2,3-Dihydro-[1,4]dioxino[2,3-b]pyridin-3-yl)-benzyl]-8-aza-bicyclo[3.2.1]oct-3-yl}-acetamide O1C[C@@H](OC2=NC=CC=C21)C2=CC=C(CN1C3CC(CC1CC3)NC(C)=O)C=C2